1-(5-cyano-4'-((2-(1,1-difluoroethyl)-6-methylpyrimidin-4-yl)amino)-[2,3'-bipyridyl]-6'-yl)urea C(#N)C=1C=CC(=NC1)C=1C=NC(=CC1NC1=NC(=NC(=C1)C)C(C)(F)F)NC(=O)N